3-[(2-{2-[(tert-butyldimethylsilyl)oxy]ethoxy}ethyl)sulfanyl]-6-(5-chloro-2-fluorophenyl)pyridazin-4-amine [Si](C)(C)(C(C)(C)C)OCCOCCSC=1N=NC(=CC1N)C1=C(C=CC(=C1)Cl)F